Racemic-N-(8-fluoro-6-oxo-1,4,5,6-tetrahydro-2H-pyrano[3,4-c]isoquinolin-1-yl)-N,4-dimethyl-1H-indole-2-carboxamide FC=1C=CC=2C3=C(NC(C2C1)=O)COC[C@@H]3N(C(=O)C=3NC1=CC=CC(=C1C3)C)C |r|